1-[3-[4-[1-(Trifluoromethyl)cyclopropyl]phenyl]azetidine-1-carbonyl]pyrrolidine-3-carboxamide FC(C1(CC1)C1=CC=C(C=C1)C1CN(C1)C(=O)N1CC(CC1)C(=O)N)(F)F